N-[2-[[(2R)-2-amino-4-guanidino-butanoyl]amino]ethyl]-4-[[3-[2,3-difluoro-4-[(5-fluoro-2-pyridyl)oxy]phenyl]imidazo[1,2-a]pyrazin-8-yl]amino]-2-ethyl-benzamide N[C@@H](C(=O)NCCNC(C1=C(C=C(C=C1)NC=1C=2N(C=CN1)C(=CN2)C2=C(C(=C(C=C2)OC2=NC=C(C=C2)F)F)F)CC)=O)CCNC(=N)N